methyl (S)-2-((tert-butoxycarbonyl)amino)-3-(3-iodo-5-((triisopropylsilyl)oxy)phenyl)propanoate C(C)(C)(C)OC(=O)N[C@H](C(=O)OC)CC1=CC(=CC(=C1)O[Si](C(C)C)(C(C)C)C(C)C)I